FC1(CCN(CC1)C(=O)C=1C=CC(=NC1)N1N=CC2=CC=C(C=C12)C#N)F 1-(5-(4,4-difluoropiperidine-1-carbonyl)pyridin-2-yl)-1H-indazole-6-carbonitrile